tert-butyl N-[3-({[1-(5-chloro-2,4-dihydroxyphenyl)ethyl]amino}methyl)-2-fluorophenyl]carbamate ClC=1C(=CC(=C(C1)C(C)NCC=1C(=C(C=CC1)NC(OC(C)(C)C)=O)F)O)O